C(#N)C1=C(C=CC=C1)C1=C(SC2=C1NC(=C2)C(=O)N)C (2-cyanophenyl)-2-methyl-4H-thieno[3,2-b]pyrrole-5-carboxamide